4-amino-7-fluoro-1-methyl-N-(1-methyl-1H-pyrazol-3-yl)-N-(6-(trifluoromethyl)-2,3-dihydrobenzofuran-3-yl)-1H-pyrazolo[4,3-c]quinolin-8-carboxamide NC1=NC=2C=C(C(=CC2C2=C1C=NN2C)C(=O)N(C2COC1=C2C=CC(=C1)C(F)(F)F)C1=NN(C=C1)C)F